Ethyl 1-(6-(3-methoxyprop-1-yn-1-yl)pyrazin-2-yl)piperidine-4-carboxylate COCC#CC1=CN=CC(=N1)N1CCC(CC1)C(=O)OCC